3-{2-[(5-CYCLOPROPYL-1H-1,2,4-TRIAZOL-3-YL)AMINO]-5-(5-METHYLPYRIDAZIN-4-YL)-1,3-THIAZOL-4-YL}BENZONITRILE C1(CC1)C1=NC(=NN1)NC=1SC(=C(N1)C=1C=C(C#N)C=CC1)C1=CN=NC=C1C